FC1=C(C=CC(=C1)I)NS(=O)(=O)C1=CNC2=CC(=CC=C12)S(=O)(=O)C N-(2-fluoro-4-iodophenyl)-6-(methylsulfonyl)-1H-indole-3-sulfonamide